2-(((1,1-difluoropropan-2-yl)amino)ethyl)-1-(2,4,6-trifluorobenzyl)-1H-pyrazole-3-carboxylate FC(C(C)NCCN1N(C=CC1C(=O)[O-])CC1=C(C=C(C=C1F)F)F)F